C12(CC3CC(CC(C1)C3)C2)C=2C(=C(C=C(C2)C)C=2N(C3=CC=CC=C3C2)C)OCOC 2-(3-((3r,5r,7r)-adamantan-1-yl)-2-(methoxymethoxy)-5-methylphenyl)-1-methyl-1H-indole